5-ethoxy-6-({6-[(1R,2s)-5'-methoxy-2'-oxo-1',2'-dihydrospiro[cyclopropane-1,3'-indol]-2-yl]-1H-indazol-3-yl}amino)-N-methylpyridine-3-sulfonamide C(C)OC=1C=C(C=NC1NC1=NNC2=CC(=CC=C12)[C@@H]1C[C@@]12C(NC1=CC=C(C=C21)OC)=O)S(=O)(=O)NC